FC(CN1N=CC=2C1=NC(=CN2)N2C(N(C1(C2=O)CCN(CC1)C=1C=NC(=CC1)C(F)(F)F)CC)=O)F 3-(1-(2,2-difluoroethyl)-1H-pyrazolo[3,4-b]pyrazin-6-yl)-1-ethyl-8-(6-(trifluoromethyl)pyridin-3-yl)-1,3,8-triazaspiro[4.5]decane-2,4-dione